ClC1=C(C=CC=C1)S(=O)(=O)NC1=C(C=C(C=C1)\C=C\C=1C=NC(=NC1)NC1CCC(CC1)N(C)C)F 2-chloro-N-(4-((E)-2-(2-(((1r,4r)-4-(dimethylamino)cyclohexyl)amino)pyrimidin-5-yl)vinyl)-2-fluorophenyl)benzenesulfonamide